C(C)(C)(C)OC(=O)N1[C@@H](CN([C@H](C1)C)C=1C2=C(N=CN1)N(C[C@]2(C)CC#N)C2=NC=CC(=C2)C#N)C.NC2=NC1=NC=C(N=C1C(=N2)N)CCl 2,4-diamino-6-chloromethyl-pteridine tert-butyl-(2R,5S)-4-[(5R)-5-(cyanomethyl)-7-(4-cyano-2-pyridinyl)-5-methyl-6H-pyrrolo[2,3-d]pyrimidin-4-yl]-2,5-dimethylpiperazine-1-carboxylate